2-((3-methyl-1-(1-methylpiperidin-4-yl)-1H-pyrazol-4-yl)amino)-4-((3-(5-oxo-1,4-oxazepan-4-yl)propyl)amino)pyrimidine-5-carbonitrile CC1=NN(C=C1NC1=NC=C(C(=N1)NCCCN1CCOCCC1=O)C#N)C1CCN(CC1)C